C(N)(O[C@@H]1C(N(CC[C@H]1O)C1=NC(=NC=C1)C1=CN=C2N1C=C(C=C2)Cl)C(C)(C)C)=O tert-butyl((3R,4R)-1-(2-(6-chloroimidazo[1,2-a]pyridin-3-yl)pyrimidin-4-yl)-4-hydroxypiperidin-3-yl) carbamate